silyl-cyclopentasilane [SiH3][SiH]1[SiH2][SiH2][SiH2][SiH2]1